COC(=O)C1(CCOCC1)NC(CC1(C(NC2=CC=CC(=C12)Cl)=O)O)=O 4-(2-(4-Chloro-3-hydroxy-2-oxoindolin-3-yl)acetamido)tetrahydro-2H-pyran-4-carboxylic acid methyl ester